Cl[Si](CCCCCCCCCCCCCCCC)(Cl)Cl trichloro(hexadecyl)silane